((2-(3,5-bis(trifluoromethyl)phenyl)pyrimidin-5-yl)oxy)acetic acid FC(C=1C=C(C=C(C1)C(F)(F)F)C1=NC=C(C=N1)OCC(=O)O)(F)F